6-bromo-3,3-bis(fluoromethyl)-1-methyl-2-oxoindoline-5-carboxylic acid methyl ester COC(=O)C=1C=C2C(C(N(C2=CC1Br)C)=O)(CF)CF